CC(C(=O)C=1SC=CC1C(=O)O)C 2-(2-methylpropanoyl)thiophene-3-carboxylic acid